N-(3-fluoro-4-((7-methoxy-6-nitroquinolin-4-yl)oxy)phenyl)-5-(4-fluorophenyl)-6-oxo-2,3,5,6-tetrahydrofuro[3,2-c]pyridine-7-carboxamide FC=1C=C(C=CC1OC1=CC=NC2=CC(=C(C=C12)[N+](=O)[O-])OC)NC(=O)C1=C2C(=CN(C1=O)C1=CC=C(C=C1)F)CCO2